C(C(C)C)[Si](OCC)(OCC)OCC Isobutyltriethoxysilane